C1CC(CCC1CN2C(=O)C=CC2=O)C(=O)ON3C(=O)CC(C3=O)S(=O)(=O)[O-].[Na+] sulfosuccinimidyl 4-(N-maleimidomethyl) cyclohexane-1-carboxylate sodium salt